3-(4-Chlorophenyl)-3-((1-(hydroxymethyl)cyclopropyl)methoxy)-4-(2-hydroxypropan-2-yl)-2-(4-((triisopropylsilyl)ethynyl)benzyl)isoindolin-1-one ClC1=CC=C(C=C1)C1(N(C(C2=CC=CC(=C12)C(C)(C)O)=O)CC1=CC=C(C=C1)C#C[Si](C(C)C)(C(C)C)C(C)C)OCC1(CC1)CO